Chloroacetyl chloride ClCC(=O)Cl